CC(C(=O)OCC)(CNC)C ethyl 2,2-dimethyl-3-(methylamino)propanoate